2'-(4,5-Dimethyl-1H-imidazol-2-yl)-N-phenyl-3,4'-bipyridin CC=1N=C(NC1C)C1=NC=CC(=C1)C=1CN(C=CC1)C1=CC=CC=C1